COC1=CC(CC(C1(C)C)=O)=O 4-methoxy-5,5-dimethylcyclohex-3-en-2,6-dione